CN1C(=NN=C1S)CC1(CC(C1)CO)C1=CC(=CC=C1)[N+](=O)[O-] [3-[(4-methyl-5-sulfanyl-1,2,4-triazol-3-yl)methyl]-3-(3-nitrophenyl)cyclobutyl]methanol